1-[2-(hydroxymethyl)pyrrolidin-1-yl]butan-1-one methyl-5-bromo-1-methyl-1H-indazole-3-carboxylate COC(=O)C1=NN(C2=CC=C(C=C12)Br)C.OCC1N(CCC1)C(CCC)=O